C(C1=CC=CC=C1)(=O)NC=1C=CC(=C(C(=O)NCC2=CC(=CC=C2)C=2SC=CN2)C1)OCC 5-benzoylamino-2-ethoxy-N-(3-(thiazol-2-yl)benzyl)benzamide